7-((diethoxyphosphoryl)methyl)-2-naphthoic acid C(C)OP(=O)(OCC)CC1=CC=C2C=CC(=CC2=C1)C(=O)O